1-((2S,3R)-2-((6-chloro-1H-pyrazolo[3,4-d]pyrimidin-1-yl)methyl)-3-methylpyrrolidin-1-yl)ethan-1-one ClC1=NC=C2C(=N1)N(N=C2)C[C@H]2N(CC[C@H]2C)C(C)=O